ethyl 4-(4-(6-(4-chlorophenyl)-2-(pyridin-3-yl) pyrimidin-4-yl) piperazin-1-yl)-4-oxobutanoate ClC1=CC=C(C=C1)C1=CC(=NC(=N1)C=1C=NC=CC1)N1CCN(CC1)C(CCC(=O)OCC)=O